C(C)OC(C(COC1=C(C=CC=C1)Cl)(F)F)=O 3-(2-chlorophenoxy)-2,2-difluoropropionic acid ethyl ester